N1=C(C=NC=C1)C1=NN2C(=NC=3C=CC=CC3C2=N1)N[C@H](C(=O)N)CC (2S)-2-{[2-(pyrazin-2-yl)[1,2,4]triazolo[1,5-c]quinazolin-5-yl]amino}butanamide